(±)-methyl 6-aminospiro[3.3]heptane-2-carboxylate hydrochloride Cl.NC1CC2(CC(C2)C(=O)OC)C1